FC(C1=NC=C(C=N1)NC(=O)[C@@H]1CC12CCN(CC2)C(=O)OC(C(F)(F)F)C(F)(F)F)(F)F |r| 1,1,1,3,3,3-Hexafluoropropan-2-yl (±)-1-((2-(trifluoromethyl)pyrimidin-5-yl)carbamoyl)-6-azaspiro[2.5]octan-6-carboxylat